(1r,5s)-1-(naphthalen-2-yl)-3-aza-bicyclo[3.1.0]hexane C1=C(C=CC2=CC=CC=C12)[C@@]12CNC[C@H]2C1